CC=1C(=NC(=NC1)NC1=CC(=CC=C1)S(=O)(=O)N1CCOCC1)C1=CC=C(C=C1)[N+](=O)[O-] 5-methyl-N-(3-(morpholinesulfonyl)phenyl)-4-(4-nitrophenyl)pyrimidine-2-amine